O=C1N(C(C2=CC=CC=C12)=O)CCN1[C@@H](CCC(C1)N1CCOCC1)C(=O)OC methyl (2S)-1-[2-(1,3-dioxoisoindolin-2-yl)ethyl]-5-morpholino-piperidine-2-carboxylate